(E)-3-benzylidene-6-methyl-2-phenyl-2,3-dihydro-4H-1-benzopyran-4-one C(/C1=CC=CC=C1)=C\1/C(OC2=C(C1=O)C=C(C=C2)C)C2=CC=CC=C2